[Na+].C(CCCCCCC(=O)[O-])(=O)[O-].S(=O)(=O)(O)C1CC(=O)N(C1=O)O.S(=O)(=O)(O)C1CC(=O)N(C1=O)O.[Na+] bis(3-sulfo-N-hydroxysuccinimide) suberate sodium salt